The molecule is a 1-({1-ethyl-4-[3-(2-methoxyethoxy)-2-methyl-4-(methylsulfonyl)benzoyl]-1H-pyrazol-5-yl}oxy)ethyl methyl carbonate that has R-configuration. It has a role as a proherbicide. It is an enantiomer of a (S)-tolpyralate. CCN1C(=C(C=N1)C(=O)C2=C(C(=C(C=C2)S(=O)(=O)C)OCCOC)C)O[C@@H](C)OC(=O)OC